O=C1NC(CCC1N1C(C2=CC=CC(=C2C1)NCCCC(=O)OC(C)(C)C)=O)=O tert-butyl 4-[[2-(2,6-dioxo-3-piperidyl)-1-oxo-isoindolin-4-yl]amino]butanoate